[N+](=O)([O-])C([C@H]([C@H]([C@H](C(=O)C=1NC2=CC=CC=C2C1)O)O)O)O 5-nitro-1-indolyl-ribose